4-(methyldiethoxysilyl)-1,2-epoxycyclohexane C[Si](C1CC2C(CC1)O2)(OCC)OCC